FC1(CCC(CC1)C1=C(C=CC(=C1)C(F)(F)F)C=1NC(=CC(C1)=O)C)F 2-[2-(4,4-Difluorocyclohexyl)-4-(trifluoromethyl)phenyl]-6-methyl-1H-pyridin-4-one